amino-1-pyridinium N[N+]1=CC=CC=C1